(S)-3-(1-hydroxypropan-2-yl)-6-(2-methylthiazol-4-yl)-8-(pyridin-3-yl)pyrido[3,4-d]pyrimidin-4(3H)-one OC[C@H](C)N1C=NC2=C(C1=O)C=C(N=C2C=2C=NC=CC2)C=2N=C(SC2)C